CC1OCC1N1C(=CC2=C1N=C(N=C2)SC)C(=O)OC racemic-methyl 7-(2-methyloxetan-3-yl)-2-(methylthio)-7H-pyrrolo[2,3-d]pyrimidine-6-carboxylate